1-(cyanoethylaminoethyl)-2-methylimidazole C(#N)CCNCCN1C(=NC=C1)C